P(=O)(N)(N)N Phosphoramid